C(CCCCCCCCCCC)CCC(=S)O beta-dodecyl-thiopropionic acid